lead iron lead sulfate S(=O)(=O)([O-])[O-].[Pb+2].[Fe+2].[Pb+2].S(=O)(=O)([O-])[O-].S(=O)(=O)([O-])[O-]